1-(6-aminopyridin-2-yl)-5,6,7,8-tetrahydronaphthalen-2-ol NC1=CC=CC(=N1)C1=C(C=CC=2CCCCC12)O